(2R,3S,4R,5S)-4-[[3-[3-(difluoromethyl)-4-fluoro-2-methoxy-phenyl]-4,5-dimethyl-5-(trifluoromethyl)tetrahydrofuran-2-carbonyl]amino]pyridine-2-carboxamide FC(C=1C(=C(C=CC1F)[C@H]1[C@@H](O[C@@]([C@@H]1C)(C(F)(F)F)C)C(=O)NC1=CC(=NC=C1)C(=O)N)OC)F